C(CC=C)C1=C(C=C2C([C@](C3(C(=C12)C)CC3)(C)O)=O)C (R)-3'-(but-3-en-1-yl)-6'-hydroxy-2',4',6'-trimethylspiro[cyclopropane-1,5'-inden]-7'(6'H)-one